pyrimidine-2-ylmethanol N1=C(N=CC=C1)CO